4-(6-(1,7-diazaspiro[4.5]decan-7-yl)pyridin-3-yl)-6-ethoxy-1H-pyrazolo[3',4':3,4]pyrazolo[1,5-a]pyridine N1CCCC12CN(CCC2)C2=CC=C(C=N2)C=2C=1N(C=C(C2)OCC)N=C2C1C=NN2